ClC=1C=C(C=C(C1OC=1C=CC2=C(N(C(=N2)OC)C2(CC2)C)C1)Cl)N1N=C(C(NC1=O)=O)C#N (3,5-dichloro-4-((2-methoxy-1-(1-methylcyclopropyl)-1H-benzo[d]imidazol-6-yl)oxy)phenyl)-3,5-dioxo-2,3,4,5-tetrahydro-1,2,4-triazine-6-carbonitrile